Bis(trimethylsilyl) vinylphosphonate C(=C)P(O[Si](C)(C)C)(O[Si](C)(C)C)=O